2-(Methoxymethyl)-N-(thiophen-2-yl)-6-({[2-(trifluoromethyl)phenyl]carbonyl}amino)-1H-benzoimidazole-4-carboxamide COCC1=NC2=C(N1)C=C(C=C2C(=O)NC=2SC=CC2)NC(=O)C2=C(C=CC=C2)C(F)(F)F